Methyl 4,4-diethoxy-2-(4-methoxyphenyl)-2-phenylbutanoate C(C)OC(CC(C(=O)OC)(C1=CC=CC=C1)C1=CC=C(C=C1)OC)OCC